1-(cyanomethyl)-1H-indazole-3-carbonyl chloride C(#N)CN1N=C(C2=CC=CC=C12)C(=O)Cl